CCOP(=S)(C1=CC=CC=C1)OC2=CC=C(C=C2)[N+](=O)[O-] The molecule is an organic phosphonate, a phosphonic ester and an organothiophosphate insecticide. It has a role as an EC 3.1.1.7 (acetylcholinesterase) inhibitor, an acaricide and an agrochemical.